N(=[N+]=[N-])C(C)(C)C1=CN=C(C2=CN=C(C=C12)Cl)NC1CN(C1)C(=O)OC(C)(C)C tert-Butyl 3-((4-(2-azidopropan-2-yl)-6-chloro-2,7-naphthyridin-1-yl)amino)azetidine-1-carboxylate